methyl 1'-[(4-bromophenyl)carbamoyl]-[4,4'-bipiperidine]-1-carboxylate BrC1=CC=C(C=C1)NC(=O)N1CCC(CC1)C1CCN(CC1)C(=O)OC